tert-butyl 5,6-dihydro-4-(4,4,5,5-tetramethyl-1,3,2-dioxaborolan-2-yl)pyridine-1(2H)-carboxylate CC1(OB(OC1(C)C)C1=CCN(CC1)C(=O)OC(C)(C)C)C